4-thia-2,12-diazatricyclo[7.3.0.03,7]dodeca-1,3(7),5-trien-8-one C12=NC=3SC=CC3C(C2CCN1)=O